5,6-dichloropyrimidin-4-amine ClC=1C(=NC=NC1Cl)N